3-(Imidazol-1-yl)-7-chloro-benzo-1,2,4-triazin-1-oxid N1(C=NC=C1)C=1N=[N+](C2=C(N1)C=CC(=C2)Cl)[O-]